C12CN(CC2C1)C1=CC(=CC(=N1)NC1=CC=C(C=N1)C#N)C1CCN(CC1)CC1CC1 6-[(6-{3-azabicyclo[3.1.0]hexan-3-yl}-4-[1-(cyclopropylmethyl)piperidin-4-yl]pyridin-2-yl)amino]pyridine-3-carbonitrile